NC1=NC=CC(=C1)N1N=C(C2=CC=CC(=C12)C1=CC=C(C=C1)CCN1CCOCC1)N (2-aminopyridin-4-yl)-7-(4-(2-morpholinoethyl)phenyl)-1H-indazol-3-amine